C(C1=CC=CC=C1)N1C(N(C=2N=CN(C2C1=O)C)C)=O 1-benzyl-3,7-dimethylpurine-2,6-dione